(S)-4-(2-(cyclopropane-carbonyl)-7,10-dioxo-6-(4-(trifluoromethyl)benzyl)-2,6,9-triazaspiro[4.5]decan-9-yl)-3-fluorobenzonitrile C1(CC1)C(=O)N1C[C@]2(CC1)N(C(CN(C2=O)C2=C(C=C(C#N)C=C2)F)=O)CC2=CC=C(C=C2)C(F)(F)F